4H-thieno[3,2-b]pyrrole-5-carboxylic acid methyl ester COC(=O)C1=CC2=C(N1)C=CS2